4-(1-methyl-1H-pyrazole-yl)-N-((3S,4S)-4-(3,4-difluorophenyl)piperidin-3-yl)-2-fluorobenzamide D-malate C([C@H](O)CC(=O)O)(=O)O.CN1N=C(C=C1)C1=CC(=C(C(=O)N[C@@H]2CNCC[C@H]2C2=CC(=C(C=C2)F)F)C=C1)F